OC1=C(C=C(C=C1)S(=O)(=O)[O-])C=NCCN=CC1=C(C=CC(=C1)S(=O)(=O)[O-])O N,N'-bis[(2-hydroxy-5-sulfonatophenyl)methylene]-1,2-diaminoethane